CC(CS(=O)(=O)O)=C 2-methyl-allyl-sulfonic acid